CC1(OC2C(CNCC2O)O1)C 2,2-dimethyl-3a,4,5,6,7,7a-hexahydro-[1,3]dioxolo[4,5-c]pyridin-7-ol